(S or R)-4-(6-chloro-2-(3-(dimethylamino)azetidine-1-yl)-8-fluoro-7-(3-hydroxynaphthalen-1-yl)quinazolin-4-yl)-1,4-azaphosphine-4-oxide ClC=1C=C2C(=NC(=NC2=C(C1C1=CC(=CC2=CC=CC=C12)O)F)N1CC(C1)N(C)C)[P@@]1(CC=NC=C1)=O |o1:30|